7-fluoro-8-[(3S)-1-prop-2-enoyl-3-piperidyl]-1,2,3,4-tetrahydrocyclopenta-[b]indole-5-carboxamide FC=1C(=C2C3=C(NC2=C(C1)C(=O)N)CCC3)[C@H]3CN(CCC3)C(C=C)=O